6-fluoro-4-[3-[(2-fluorophenyl)methyl]-7,8-dihydro-5H-1,6-naphthyridin-6-yl]quinazoline FC=1C=C2C(=NC=NC2=CC1)N1CC=2C=C(C=NC2CC1)CC1=C(C=CC=C1)F